C1(CC1)CSC=1C(=NC=CC1)CNC(C(C)(C)NC(OC(C)(C)C)=O)=O tert-butyl (1-(((3-((cyclopropylmethyl)thio)pyridin-2-yl)methyl)amino)-2-methyl-1-oxoprop-2-yl)carbamate